(S)-3-amino-4-(3-(4-((5-chloro-3-fluoropyridin-2-yl)oxy)phenyl)-5-oxo-4,5-dihydro-1H-1,2,4-triazol-1-yl)butanoic acid hydrochloride Cl.N[C@@H](CC(=O)O)CN1N=C(NC1=O)C1=CC=C(C=C1)OC1=NC=C(C=C1F)Cl